FC1(CC1)C(=O)N[C@H](C(=O)N1[C@@H](C[C@H](C1)O)C(=O)N[C@@H](CC(=O)NCCCCCCCCC(=O)O)C1=CC=C(C=C1)C1=C(N=CS1)C)C(C)(C)C 9-((S)-3-((2S,4R)-1-((S)-2-(1-Fluorocyclopropane-1-carboxamido)-3,3-dimethylbutanoyl)-4-hydroxypyrrolidine-2-carboxamido)-3-(4-(4-methylthiazol-5-yl)phenyl)propanamido)nonanoic acid